ethyl 3-(bis(4H-benzo[d][1,3]dioxin-6-yl)methyl)-8-azabicyclo[3.2.1]octane-8-carboxylate O1COCC2=C1C=CC(=C2)C(C2CC1CCC(C2)N1C(=O)OCC)C1=CC2=C(OCOC2)C=C1